C(CC)C(COCC(CCCCC)CCC)CCCCC mono-2-propylheptyl ether